ClC=1C=C2C(=C3C1NC(NC31CCCCC1)=O)OC(=N2)CN(CCC(=O)N(C)C)C 3-({5-chloro-7-oxo-7,8-dihydro-6H-spiro[[1,3]oxazolo[5,4-f]quinazoline-9,1'-cyclohexane]-2-ylmethyl}(methyl)amino)-N,N-dimethylpropanamide